8-chloro-N-(2-propyl-4-(trifluoromethoxy)phenyl)quinolin-2-amine ClC=1C=CC=C2C=CC(=NC12)NC1=C(C=C(C=C1)OC(F)(F)F)CCC